C(#N)C1=C(C(=CC=C1)SCC)NC(OCC)=O ethyl [2-cyano-6-(ethylsulfanyl)phenyl]carbamate